6-isopentenylaminopurine C(CC(=C)C)NC1=C2NC=NC2=NC=N1